FC1=C(C(=CC=2SC(=CC21)C(CP(O)(O)=O)=O)OC)OCCCOC2=C(C1=C(SC(=C1)C(CC(C(=O)OC)(C)C)=O)C=C2OC)F (2-(4-Fluoro-5-(3-((4-fluoro-6-methoxy-2-(4-methoxy-3,3-dimethyl-4-oxobutanoyl)benzo[b]thiophen-5-yl)oxy)propoxy)-6-methoxybenzo[b]thiophen-2-yl)-2-oxoethyl)phosphonic acid